(S)-2-(4-(6-((4-cyano-2-fluorobenzyl)oxy)pyridin-2-yl)-2,5-difluorobenzyl)-1-(5-oxopyrrolidin-3-yl)-1H-benzo[d]imidazole-6-carboxylic acid C(#N)C1=CC(=C(COC2=CC=CC(=N2)C2=CC(=C(CC3=NC4=C(N3[C@@H]3CNC(C3)=O)C=C(C=C4)C(=O)O)C=C2F)F)C=C1)F